(R)-3-amino-1-(2-((6-amino-9H-purin-9-yl)methyl)-5-chloro-4-fluoro-3-(morpholinomethyl)phenyl)-N-cyclopropylpyrrolidine-3-carboxamide N[C@]1(CN(CC1)C1=C(C(=C(C(=C1)Cl)F)CN1CCOCC1)CN1C2=NC=NC(=C2N=C1)N)C(=O)NC1CC1